1-(7-fluoroquinazolin-4-yl)piperidine-3-carboxylic acid ethyl ester C(C)OC(=O)C1CN(CCC1)C1=NC=NC2=CC(=CC=C12)F